Dihexyl isophthalate C(C1=CC(C(=O)OCCCCCC)=CC=C1)(=O)OCCCCCC